(R)-5-(2-aminoacetamido)-N-(1-(naphthalen-1-yl)ethyl)-2-(pyrrolidine-1-carbonyl)benzamide NCC(=O)NC=1C=CC(=C(C(=O)N[C@H](C)C2=CC=CC3=CC=CC=C23)C1)C(=O)N1CCCC1